(S)-6-amino-N-(1-(5-(2-methoxyquinolin-3-yl)-1H-imidazol-2-yl)-7-oxononyl)-2-methyl-2-azaspiro[3.3]heptane-6-carboxamide NC1(CC2(CN(C2)C)C1)C(=O)N[C@@H](CCCCCC(CC)=O)C=1NC(=CN1)C=1C(=NC2=CC=CC=C2C1)OC